Z-1-HEXENYLBORONIC ACID C(=C/CCCC)/B(O)O